(2S,E)-4-(4'-(3-(dimethylamino)-2-hydroxypropoxy)-[1,1'-biphenyl]-4-yl)-2-(2-((S)-1-hydroxyethyl)-1H-imidazol-1-yl)but-3-en-1-ol CN(CC(COC1=CC=C(C=C1)C1=CC=C(C=C1)/C=C/[C@@H](CO)N1C(=NC=C1)[C@H](C)O)O)C